spiro[4.4]nonan-2-one C1C(CCC12CCCC2)=O